CC(CCCC\C=C/CCCCCC)=O (Z)-7-TETRADECEN-2-ONE